2-(3-acetyl-5-(pyridin-3-yl)-1H-indazol-1-yl)acetic acid C(C)(=O)C1=NN(C2=CC=C(C=C12)C=1C=NC=CC1)CC(=O)O